propane-1,2-diylbis(tetradecanoic acid) C(C(C)CCCCCCCCCCCCCC(=O)O)CCCCCCCCCCCCCC(=O)O